C(C)(C)(C)C1=CC=C(/C=C/B2OC(C(O2)(C)C)(C)C)C=C1 (E)-2-(4-(tert-butyl)styryl)-4,4,5,5-tetramethyl-1,3,2-dioxaborolane